C(C)OC(C(C)N1C(C2=CC=CC=C2C1=O)=O)=O.C(=O)(C=C=S)C=C=S carbonyl-dithioketene ethyl-2-(1,3-dioxoisoindolin-2-yl)propanoate